OC=1C(=NC=CC1OC)C(=O)N[C@H](C(=O)OC(C)C1(CC1)C1=CC=C(C=C1)OC(F)(F)F)C 1-[1-[4-(trifluoro-methoxy)phenyl]cyclopropyl]ethyl (2S)-2-[(3-hydroxy-4-methoxy-pyridine-2-carbonyl)amino]propanoate